C(CC(O)(C(=O)O)CC(=O)O)(=O)O.C(C)OC[C@]1(CN(CC1)C(C)(C)C=1C=CC(=NC1)C)CCC=1SC(=CC1)C(F)(F)F |o1:17| (R or S)-5-(2-(3-(ethoxymethyl)-3-(2-(5-(trifluoromethyl)thiophen-2-yl)ethyl)pyrrolidin-1-yl)propan-2-yl)-2-methylpyridine citrate